C(C)OC=1C=C(C=CC1OC)[C@@H](CS(=O)(=O)C)N1C(C2=CC=CC(=C2C1=O)NC1CCN(CC1)CC1CCN(CC1)C(=O)OC(C)(C)C)=O tert-butyl 4-[[4-[[2-[(1S)-1-(3-ethoxy-4-methoxy-phenyl)-2-methylsulfonyl-ethyl]-1,3-dioxo-isoindolin-4-yl]amino]-1-piperidyl]methyl]piperidine-1-carboxylate